FC1=C(C(=C(C(=C1F)F)F)OCC(F)(F)F)S(=O)(=O)N(CC#C)C1=CC(=C(C=C1)OC)F 2,3,4,5-tetrafluoro-N-(3-fluoro-4-methoxyphenyl)-N-(prop-2-yn-1-yl)-6-(2,2,2-trifluoroethoxy)benzenesulfonamide